F[C@@H]1C[C@@]2(CCCN2C1)COC1=NC(=NC(=N1)N1C[C@H]2CC[C@@H](C1)N2)C#CC=2C=C(C=C(C2[C@@H]2[C@H](C2)C)Cl)O 3-[2-(4-{[(2R,7aS)-2-fluoro-hexahydropyrrolizin-7a-yl]methoxy}-6-[(1R,5S)-3,8-diazabicyclo[3.2.1]octan-3-yl]-1,3,5-triazin-2-yl)ethynyl]-5-chloro-4-[(1S,2S)-2-methylcyclopropyl]phenol